(S)-1-(4-(4-(difluoromethyl)thiazol-5-yl)phenyl)ethan-1-amine hydrochloride Cl.FC(C=1N=CSC1C1=CC=C(C=C1)[C@H](C)N)F